CC1=NN2C(C(CCC2)N)=N1 methyl-5,6,7,8-tetrahydro-[1,2,4]triazolo[1,5-a]pyridin-8-amine